7-(pyrimidin-5-yl)-3,4-dihydroisoquinolin-1(2H)-one N1=CN=CC(=C1)C1=CC=C2CCNC(C2=C1)=O